O1N[C-]=CC=C1 oxazininide